Racemic-2-((3R,4S)-3,4-dimethyl-2,5-dioxopyrrolidin-1-yl)ethyl methyl fumarate C(\C=C\C(=O)OC)(=O)OCCN1C([C@@H]([C@@H](C1=O)C)C)=O |r|